propyldimethylbenzylammonium chloride [Cl-].C(CC)[N+](CC1=CC=CC=C1)(C)C